1-(4-(2,6-dioxopiperidin-3-yl)-3,5-difluorophenyl)azetidin-3-yl spiro[3.3]heptan-2-ylcarbamate C1C(CC12CCC2)NC(OC2CN(C2)C2=CC(=C(C(=C2)F)C2C(NC(CC2)=O)=O)F)=O